(4-(1-ethoxyvinyl)pyridin-2-yl)acetamide butyl-5-((2'-chloro-[2,4'-bipyrimidin]-4-yl)ethynyl)-1H-indazole-1-carboxylate C(CCC)OC(=O)N1N=CC2=CC(=CC=C12)C#CC1=NC(=NC=C1)C1=NC(=NC=C1)Cl.C(C)OC(=C)C1=CC(=NC=C1)CC(=O)N